C1=CC=C(C=2SC3=C(C21)C=CC=C3)C3=CC=C(C=C3)NC3=CC=C(C=C3)C3=CC=C(C=C3)C=3OC2=C(C3)C=CC=C2 (4-(dibenzothiophen-4-yl)-phenyl)-(4'-(benzofuran-2-yl)-biphenyl-4-yl)-amine